N-[1-[(6-chloro-3-pyridyl)methyl]-2(1H)-pyridylidene]-2,2,2-trifluoroacetamide ClC1=CC=C(C=N1)CN1C(C=CC=C1)=NC(C(F)(F)F)=O